BrC1=C(C(=O)NCC2=C(C=CC=C2)I)C=CC=C1 2-bromo-N-(2-iodobenzyl)-benzamide